N-(dimethoxymethylsilylisopropyl) Ethylenediamine (9H-fluoren-9-yl)methyl (3-chloro-3-oxopropyl)carbamate ClC(CCNC(OCC1C2=CC=CC=C2C=2C=CC=CC12)=O)=O.COC(OC)[SiH2]C(C)(C)NCCN